4-((Boc)amino)-2-((3-phenylpropoxy)carbonyl)butanoic acid C(=O)(OC(C)(C)C)NCCC(C(=O)O)C(=O)OCCCC1=CC=CC=C1